1-(4-(4-((4-([1,1'-biphenyl]-3-yl)-5-chloropyrimidin-2-yl)amino)piperidine-1-carbonyl)piperidin-1-yl)-4-aminobutan-1-one C1(=CC(=CC=C1)C1=NC(=NC=C1Cl)NC1CCN(CC1)C(=O)C1CCN(CC1)C(CCCN)=O)C1=CC=CC=C1